N[C@H](COC1CC1)C1=CC=2N(N=C1)C=C(N2)[C@H](C2CCC(CC2)(F)F)NC(OC(C)(C)C)=O tert-butyl ((S)-(7-((S)-1-amino-2-cyclopropoxyethyl)imidazo[1,2-b]pyridazin-2-yl)(4,4-difluorocyclohexyl)methyl)carbamate